Glycerol mono-octanoyl-caprate C(CCCCCCC)(=O)C(C(=O)OCC(O)CO)CCCCCCCC